(S)-2-(2-hydroxypropan-2-yl)pyrrolidine OC(C)(C)[C@H]1NCCC1